FC(C=1C(=C(C=CC1)[C@@H](C)NC=1C2=C(N=C(N1)C#C)N=C(C(=C2)C2(CC2)C#N)OC)F)F (R)-1-(4-((1-(3-(difluoromethyl)-2-fluorophenyl)ethyl)amino)-2-ethynyl-7-methoxypyrido[2,3-d]pyrimidin-6-yl)cyclopropane-1-carbonitrile